N1=C(C=CC=C1)NC(=O)C1=CC=C(C=C1)C=1N=CNC1C(=O)N 4-(4-(pyridin-2-ylcarbamoyl)phenyl)-1H-imidazole-5-carboxamide